FC1=C(C=CC(=C1[N+](=O)[O-])F)C1=CC=C(C=C1)N 2',4'-difluoro-3'-nitro[1,1'-biphenyl]-4-amine